6-Nitro-2,3-dihydro-4H-benzo[b][1,4]oxazin-4-yl-2-phenylacetamide [N+](=O)([O-])C1=CC2=C(OCCN2C(C(=O)N)C2=CC=CC=C2)C=C1